FC=1C(=C(C=CC1F)C(=O)N1CC(C1)NC(CCN(CCO)CCO)=O)NC1=C(C=C(C=C1)I)F N-[1-({3,4-difluoro-2-[(2-fluoro-4-iodophenyl)amino]phenyl}carbonyl)azetidin-3-yl]-N3,N3-bis(2-hydroxyethyl)-beta-alaninamide